NCC=1C(=C(C#N)C(=CC1)F)Cl (aminomethyl)-2-chloro-6-fluorobenzonitrile